COC1=CC=C(CN2CCC(CC2)N)C=C1 1-(4-methoxybenzyl)piperidin-4-amine